C(C)(=O)C1=C2C=CC(NC2=CC=C1)=O 5-acetylquinolin-2(1H)-one